CNC(=O)C1=NC=CC=C1 N-methylpyridineamide